FC(CC1(CCC1)C1=CC(=C2C=NC(=NN21)N[C@H]2[C@@H](COCC2)O)F)F (3S,4R)-4-((7-(1-(2,2-difluoroethyl)cyclobutyl)-5-fluoropyrrolo[2,1-f][1,2,4]triazin-2-yl)amino)tetrahydro-2H-pyran-3-ol